CN1C(C(=CC2=C1N=C(N=C2)NC2=CC=C(C=C2)N2CCN(CC2)C)OC2=C(C=CC=C2)NC(C=C)=O)=O N-[2-[8-methyl-2-[4-(4-methylpiperazin-1-yl)anilino]-7-oxo-pyrido[2,3-d]pyrimidin-6-yl]oxyphenyl]prop-2-enamide